BrC1=CN=C(C(=N1)NS(=O)(=O)N1CCOCC1)Cl N-(6-bromo-3-chloropyrazin-2-yl)morpholine-4-sulfonamide